FC(C(C=CC)CCC)(F)F 4-(trifluoromethyl)hept-2-ene